C(#N)C=1C=C(C=CC1F)B(O)O (3-cyano-4-fluorophenyl)boronic acid